FC=1C=C(C=CC1)C=1C=C2C(=NC1)NC(N2CC2=NC=CC=C2C)=O 6-(3-fluorophenyl)-1-[(3-methyl-2-pyridyl)methyl]-3H-imidazo[4,5-b]pyridin-2-one